7-(1-isopropyl-1H-pyrazol-4-yl)-1-methyl-1H-indole-3-carboxylic acid methyl ester COC(=O)C1=CN(C2=C(C=CC=C12)C=1C=NN(C1)C(C)C)C